N2-((3-exo)-9-((1-methyl-1H-imidazol-2-yl)sulfonyl)-9-azabicyclo[3.3.1]nonan-3-yl)-N4-(5-methyl-1H-pyrazol-3-yl)thieno[2,3-d]pyrimidine-2,4-diamine CN1C(=NC=C1)S(=O)(=O)N1C2CC(CC1CCC2)NC=2N=C(C1=C(N2)SC=C1)NC1=NNC(=C1)C